6-chloro-4-methoxy-1,5-naphthyridine-2-carboxylic acid ethyl ester C(C)OC(=O)C1=NC2=CC=C(N=C2C(=C1)OC)Cl